3-[(7R,9aR)-7-phenyl-1,3,4,6,7,8,9,9a-octahydropyrido[1,2-a]pyrazine-2-carbonyl]-2-chlorobenzonitrile C1(=CC=CC=C1)[C@H]1CC[C@H]2N(CCN(C2)C(=O)C=2C(=C(C#N)C=CC2)Cl)C1